COC1=C(C=CC(=C1)S(=O)(=O)C)NCC#CC=1N=C2N(C=CC=C2[C@H](C)NC2=CC=NN2C)C1CC(F)(F)F (S)-N-(1-(2-(3-((2-methoxy-4-(methylsulfonyl)phenyl)amino)prop-1-yn-1-yl)-3-(2,2,2-trifluoroethyl)imidazo[1,2-a]pyridin-8-yl)ethyl)-1-methyl-1H-pyrazol-5-amine